N1(CCOCC1)CCC(C(C=C)=C)=C 1-(N-morpholinyl)-3,4-dimethylenehex-5-ene